N1N=CC(=C1)CCC(=O)N1CC2=CC=CC(=C2CC1)OC1=CC=C(C=C1)C(F)(F)F 3-(1H-pyrazol-4-yl)-1-(5-(4-(trifluoromethyl)-phenoxy)-3,4-dihydro-isoquinolin-2(1H)-yl)propan-1-one